(1H-pyrrole-2-yl)formic acid N1C(=CC=C1)C(=O)O